N1C=CC2=CC(=CC=C12)C1=CC2=C(OC3=C(O2)C=CC(=C3)C=3C=C2C=CNC2=CC3)C=C1 2,7-di(1H-indol-5-yl)dibenzo[b,e][1,4]dioxine